CN1N=C(C=C1)C(CCC(=O)OC(C)(C)C)=O Tert-butyl 4-(1-methyl 1H-pyrazol-3-yl)-4-oxobutanoate